[Cl-].[NH4+].[NH4+].[Cl-] bis-ammonium chloride